ClC=1C(=C(C=CC1Cl)NC1=NC=NC2=CC(=C(C=C12)OC1CC2(CN(C2)C(=O)OC(C)(C)C)C1)OC)F tert-butyl 6-((4-((3,4-dichloro-2-fluorophenyl) amino)-7-methoxyquinazolin-6-yl) oxy)-2-azaspiro[3.3]heptane-2-carboxylate